BrC(C=1C=C(C#N)C=CC1Br)Br 3-(dibromomethyl)-4-bromobenzonitrile